C(C)C1CC2=C(C=CO2)C(C1)=O 6-ethyl-6,7-dihydrobenzofuran-4(5H)-one